carboxyphenyl-hydroxy-tetraiodo-xanthene C(=O)(O)C1=C(C(=C2OC=3C(=C(C(=C(C3CC2=C1)I)I)I)I)O)C1=CC=CC=C1